C(C1=CC=CC=C1)O[C@@H]1[C@H](C[C@H]([C@@H]1OCC1=CC=CC=C1)N1C=CC2=C1N=CN=C2Cl)CO ((1r,2r,3s,4r)-2,3-bis(benzyloxy)-4-(4-chloro-7H-pyrrolo[2,3-d]pyrimidin-7-yl)cyclopentyl)methanol